4-fluoro-N-(4-methyl-3-((3-(9-(tetrahydro-2H-pyran-2-yl)-9H-purin-6-yl)pyridin-2-yl)amino)phenyl)benzamide FC1=CC=C(C(=O)NC2=CC(=C(C=C2)C)NC2=NC=CC=C2C2=C3N=CN(C3=NC=N2)C2OCCCC2)C=C1